ClC=1C=CC(=C(C1)C1=CC(=C(N=N1)OCCCSC)NC1=CC(=NC=C1)NC(CCN1CCN(CC1)C)=O)F N-(4-{[6-(5-chloro-2-fluorophenyl)-3-[3-(methylsulfanyl)propoxy]pyridazin-4-yl]amino}pyridin-2-yl)-3-(4-methylpiperazin-1-yl)propanamide